C(C)(=O)NC1=CC=C(C=C1)C=1N=C(SC1)NC(NC1=CC(=C(C(=O)OCC)C=C1)O)=S ethyl 4-(3-(4-(4-acetamidophenyl)thiazol-2-yl)thioureido)-2-hydroxybenzoate